S(=O)(=O)(O)OC(C)C1=CC=C(C=C1)OC 4-methoxyphenylethanol sulfate